10-(2,4-difluorophenyl)-7-(9-(4-(dimethylamino)but-2-enoyl)-7-oxo-3,9-diazabicyclo[3.3.1]nonan-3-yl)-9-(trifluoromethyl)-2,3-dihydro-5H-[1,4]thiazino[2,3,4-ij]quinazolin-5-one FC1=C(C=CC(=C1)F)C1=C(C=C2C(=NC(N3C2=C1SCC3)=O)N3CC1CC(CC(C3)N1C(C=CCN(C)C)=O)=O)C(F)(F)F